N1=CC=C(C=C1)C1=CC(=CC(=C1)C1=CC=NC=C1)C1=CC=NC=C1 1,3,5-tri(4-pyridyl)benzene